((3R,4R)-3-hydroxy-4-(6-methyl-3,4-dihydroisoquinolin-2(1H)-yl)piperidin-1-yl)(6-(2,2,2-trifluoroethoxy)pyridin-3-yl)methanone O[C@@H]1CN(CC[C@H]1N1CC2=CC=C(C=C2CC1)C)C(=O)C=1C=NC(=CC1)OCC(F)(F)F